ClC=1C=C2C=CC(=C(C2=CC1)SC)B(O)O (6-chloro-1-(methylthio)naphthalen-2-yl)boronic acid